3-(isoindolin-5-yl)urea C1NCC2=CC(=CC=C12)NC(N)=O